Cl.F[C@@H]1CN(CC1)C1=CC=C(C=N1)C=1C=C2N(N1)C(N(C2)C2=CN=C(S2)C)=O (S)-2-(6-(3-fluoropyrrolidin-1-yl)pyridin-3-yl)-5-(2-methylthiazol-5-yl)-4,5-dihydro-6H-imidazo[1,5-b]pyrazol-6-one hydrochloride